((tert-butyldimethylsilyl)oxy)propanal [Si](C)(C)(C(C)(C)C)OC(C=O)C